NC=1C(=CC(=NC1)Br)N[C@@H]1C[C@@H](CCC1)NC(OC(C)(C)C)=O tert-butyl ((1R,3S)-3-((5-amino-2-bromopyridin-4-yl)amino)cyclohexyl)carbamate